COC(=O)C1=C(CCC1)C=1C=CC=C2C(CCOC12)(C(=O)OCC1=CC=CC=C1)C Benzyl 8-(2-methoxycarbonylcyclopenten-1-yl)-4-methyl-chromane-4-carboxylate